1-(5-(2-amino-5-fluoro-6-(trifluoromethyl)nicotinoyl)-2-(4-cyclopropyl-2-hydroxyphenyl)-2,3,4,5,5a,6,8,9-octahydro-7H-1,2,5,7-tetraazabenzo[cd]azulen-7-yl)prop-2-en-1-one NC1=C(C(=O)N2CCC=3N(N=C4CCN(CC2C34)C(C=C)=O)C3=C(C=C(C=C3)C3CC3)O)C=C(C(=N1)C(F)(F)F)F